(S)-2-(5-((4-(3-((2-(1-hydroxyethyl)-1H-imidazol-1-yl)methyl)isoxazol-5-yl)phenyl)ethynyl)pyridin-2-yl)acetic acid O[C@@H](C)C=1N(C=CN1)CC1=NOC(=C1)C1=CC=C(C=C1)C#CC=1C=CC(=NC1)CC(=O)O